C(C)(=O)C1=C(C(=O)OC(C)C)C=C(C(=N1)N1N=C(N(C1=O)CC)COCC1=CC=CC=C1)F Isopropyl 2-acetyl-6-(3-((benzyloxy)methyl)-4-ethyl-5-oxo-4,5-dihydro-1H-1,2,4-triazol-1-yl)-5-fluoronicotinate